1-(4-fluorophenyl)imidazo[1,2-a]quinolin-5-ol FC1=CC=C(C=C1)C1=CN=C2N1C1=CC=CC=C1C(=C2)O